Benzyl (S)-2-((((9H-fluoren-9-yl)methoxy)carbonyl)amino)-3-(sulfamoylamino)propanoate C1=CC=CC=2C3=CC=CC=C3C(C12)COC(=O)N[C@H](C(=O)OCC1=CC=CC=C1)CNS(N)(=O)=O